6-fluoro-5-[(1,3,3-trimethyl-4-piperidyl)amino]-1,3-benzothiazole-2-carbonitrile FC1=CC2=C(N=C(S2)C#N)C=C1NC1C(CN(CC1)C)(C)C